5,6,7,8-tetrahydro-2-naphthalenesulfonyl chloride C1=C(C=CC=2CCCCC12)S(=O)(=O)Cl